cerium silane [SiH4].[Ce]